di-t-butyl ether C(C)(C)(C)OC(C)(C)C